ClC1=CC=C(C=C1)C1=NN(C(C(=C1)C(=O)NC[C@@H](C(F)(F)F)O)=O)C1=CN=NC=C1 3-(4-Chlorophenyl)-6-oxo-N-[(2S)-3,3,3-trifluoro-2-hydroxypropyl]-6H-1,4'-bipyridazine-5-carboxamide